C1(=CC=CC=C1)NS(=O)(=O)C=C N-Phenylethene-1-sulfonamide